C1=CN(C(=O)NC1=O)C[C@@H](C(=O)O)N The molecule is the 3-(uracil-1-yl) derivative of L-alanine. It is a non-proteinogenic L-alpha-amino acid and a L-alanine derivative. It derives from a uracil. It is a tautomer of a 3-(uracil-1-yl)-L-alanine zwitterion.